Ethyl 2-(2-chloro-5-(1-hydroxyethyl)-8-oxothieno[2',3':4,5]pyrrolo[1,2-d][1,2,4]triazin-7(8H)-yl)acetate ClC1=CC2=C(C=C3N2C(=NN(C3=O)CC(=O)OCC)C(C)O)S1